[N+](=O)(OCCNC(C1=CN=CC=C1)=O)[O-] 2-Nicotinamidoethyl nitrate